FC(C1=C(C(C2=CC=C(C=C2)Cl)OC2CN(C2)C(=O)NC(C)C)C=CC=C1)(F)F 3-[2-(trifluoromethyl)-4'-chlorobenzhydryloxy]-N-(iso-propyl)azetidine-1-carboxamide